CC1=CC=C(O1)[C@@](CC)(N)[2H] (R)-1-(5-methylfuran-2-yl)propan-1-d-1-amine